(S)-2-(hydroxymethyl)pyrrolidine-1-carboxylic acid benzyl ester C(C1=CC=CC=C1)OC(=O)N1[C@@H](CCC1)CO